5-chloro-N-[(4-methylpyridin-3-yl)methyl]-6-(trifluoromethyl)pyridine-3-carboxamide ClC=1C=C(C=NC1C(F)(F)F)C(=O)NCC=1C=NC=CC1C